OC[C@@H]1[C@H]2C/C=C/[C@@H](CC[C@@H]12)O (1R,4R,8S,9S,E)-9-(hydroxymethyl)bicyclo[6.1.0]non-5-en-4-ol